CC=1N=C2N(C(C1C)=O)C=NC=C2 2,3-dimethyl-4H-pyrimido[1,6-a]pyrimidin-4-one